6-(aminomethyl)isoquinolin-1-amine dihydrochloride Cl.Cl.NCC=1C=C2C=CN=C(C2=CC1)N